(R)-1-((4-hydroxy-1-(3-phenylbutyryl)piperidin-4-yl)methyl)-4-phenyl-5-(piperidine-1-carbonyl)pyridin-2(1H)-one OC1(CCN(CC1)C(C[C@@H](C)C1=CC=CC=C1)=O)CN1C(C=C(C(=C1)C(=O)N1CCCCC1)C1=CC=CC=C1)=O